8-nonyloxymethoxy-1,3,5-trimethyloctylmagnesium chloride C(CCCCCCCC)OCOCCCC(CC(CC(C)[Mg]Cl)C)C